(benzylsulfanyl)-1-(1-cyclopropyl-2-ethoxy-2-oxoethyl)-1H-pyrazole-5-carboxylic acid ethyl ester C(C)OC(=O)C1=CC(=NN1C(C(=O)OCC)C1CC1)SCC1=CC=CC=C1